CC1N(CCC1C(=O)N)C1=NC(=NC=C1)C1=CN=C2N1C=C(N=C2)C(F)(F)F 2-methyl-1-(2-(6-(trifluoromethyl)imidazo[1,2-a]pyrazin-3-yl)pyrimidin-4-yl)pyrrolidine-3-carboxamide